C(=O)O.COC1=C(C=C(C=C1)B(O)O)C1=CC=C2C(=CN=NC2=C1)NC [4-METHOXY-3-[4-(METHYLAMINO)CINNOLIN-7-YL]PHENYL]BORONIC ACID FORMIC ACID SALT